8-cyclopentyl-2-((3-fluoro-1-(methylsulfonyl)piperidin-4-yl)amino)-7-oxo-7,8-dihydropyrido[2,3-d]pyrimidine-6-carbonitrile C1(CCCC1)N1C(C(=CC2=C1N=C(N=C2)NC2C(CN(CC2)S(=O)(=O)C)F)C#N)=O